5-Iodo-7-methyl-3-(1,1,1-trifluoropropan-2-yl)-3,7-dihydro-4H-pyrrolo[2,3-d]pyrimidin-4-one IC1=CN(C=2N=CN(C(C21)=O)C(C(F)(F)F)C)C